C(C)(=O)O[C@@H]1[C@H](O[C@H]([C@@H]([C@H]1OC(C)=O)OC(C)=O)O)COC(C)=O (2R,3R,4S,5R,6R)-2-(acetoxymethyl)-6-hydroxytetrahydro-2H-pyran-3,4,5-triyl triacetate